BrC1=NC(=CC(=N1)NC1=NC(=NC=C1)N1C2CC(C1)(C2)CNC)C2CCCC2 2-bromo-6-cyclopentyl-N-[2-[4-(methylaminomethyl)-2-azabicyclo[2.1.1]hexan-2-yl]pyrimidin-4-yl]pyrimidin-4-amine